OC1=C(C=C(C=C1C(C1=CC=CC=C1)(C)C)C(C1=CC=CC=C1)(C)C)N1N=C2C(=N1)C=CC=C2 2-(2-hydroxy-3,5-di-(alpha,alpha-dimethylbenzyl)phenyl)2H-benzotriazole